2-bromo-3-(4-fluorophenyl)propionic acid BrC(C(=O)O)CC1=CC=C(C=C1)F